3-(2-Phenyl-2-(piperazin-1-yl)ethyl)phenol C1(=CC=CC=C1)C(CC=1C=C(C=CC1)O)N1CCNCC1